Cis-(1R,2S)-N2-benzyl-1-(2-chlorophenyl)-N1-methylcyclohexane-1,2-diamine dihydrochloride Cl.Cl.C(C1=CC=CC=C1)N[C@@H]1[C@](CCCC1)(NC)C1=C(C=CC=C1)Cl